C(C)(C)(C)OC(NCCCC(=O)C1=C(C=C(C=C1)Br)F)=O (4-(4-bromo-2-fluorophenyl)-4-oxobutyl)carbamic acid tert-butyl ester